C(C)(=O)C1=C(C=C(C=C1)Cl)C=1C(=NN(C(C1)=O)[C@H](C(=O)O)CC1=CC=CC=C1)OC (S)-2-(4-(2-acetyl-5-chlorophenyl)-3-methoxy-6-oxopyridazin-1(6H)-yl)-3-phenylpropionic acid